CN1N=C2C=CC(=CC2=C1)C1=CC(=C(N=N1)NC1C[C@@H]2[C@@H](CN(C2)C[C@@H]2COCC2)C1)C(F)(F)F (3aR,5s,6aS)-N-(6-(2-methyl-2H-indazol-5-yl)-4-(trifluoro-methyl)pyridazin-3-yl)-2-(((R)-tetrahydrofuran-3-yl)methyl)octahydro-cyclopenta[c]pyrrol-5-amine